COCC(=O)N1CCN(CC1)C(=O)[C@H]1[C@@H](C1)C1=CC=CC=C1 2-Methoxy-1-(4-(trans-2-phenylcyclopropane-1-carbonyl)piperazin-1-yl)ethan-1-one